4-bromo-1-(2,2-difluoroethyl)-1H-pyrazole BrC=1C=NN(C1)CC(F)F